4-hydroxy-1-(4-(7-(2-methyl-[1,1'-biphenyl]-3-yl)imidazo[1,2-a]pyridin-3-yl)benzyl)pyrrolidine-2-carboxylic acid OC1CC(N(C1)CC1=CC=C(C=C1)C1=CN=C2N1C=CC(=C2)C=2C(=C(C=CC2)C2=CC=CC=C2)C)C(=O)O